(S)-4-(2-(4-(5-chloro-2-(4-(trifluoromethyl)-1H-1,2,3-triazol-1-yl)phenyl)-5-methoxy-2-oxopyridin-1(2H)-yl)-4-(cyclohexoxy)butanamido)-N-(methylsulfonyl)benzamide ClC=1C=CC(=C(C1)C1=CC(N(C=C1OC)[C@H](C(=O)NC1=CC=C(C(=O)NS(=O)(=O)C)C=C1)CCOC1CCCCC1)=O)N1N=NC(=C1)C(F)(F)F